ClC1=CC=2N(C(=C1)C(=O)OC(C)(C)C)C=NN2 tert-butyl 7-chloro-[1,2,4]triazolo[4,3-a]pyridine-5-carboxylate